CC(CCC(=O)O)C(=CCC)C 4,5-dimethyl-5-octenoic acid